CC1=C(/C=C/C(=O)O)C=CC=C1 trans-2-methyl-cinnamic acid